4-((4bS,5R,6S,7S,7aR)-4b,5-Dihydroxy-4-methoxy-7-phenyl-6-(piperazin-1-ylmethyl)-4b,5,6,7-tetrahydro-7aH-cyclopenta[4,5]furo[2,3-c]pyridin-7a-yl)benzonitrile O[C@@]12[C@@](OC=3C=NC=C(C31)OC)([C@@H]([C@H]([C@H]2O)CN2CCNCC2)C2=CC=CC=C2)C2=CC=C(C#N)C=C2